dimethyl 9H-carbazole-2,7-dicarboxylate C1=C(C=CC=2C3=CC=C(C=C3NC12)C(=O)OC)C(=O)OC